BrC=1C(=NN(C1)C1=C(C=CC=C1)Cl)NC(C1=C(C=CC=C1)C(F)(F)F)=O N-[4-bromo-1-(2-chlorophenyl)-1H-pyrazol-3-yl]-2-(trifluoromethyl)benzamide